N-(5-(4-Ethylpiperazin-1-yl)pyridin-2-yl)-5-fluoro-4-(8-fluoro-4-isopropyl-2-methylquinolin-6-yl)pyrimidin-2-amine C(C)N1CCN(CC1)C=1C=CC(=NC1)NC1=NC=C(C(=N1)C=1C=C2C(=CC(=NC2=C(C1)F)C)C(C)C)F